(RS)-Chinolin N1=CC=CC2=CC=CC=C12